dimethyl-2,5-di(t-butyl-peroxy)-3-hexyne CC(C#CC(C)(OOC(C)(C)C)C)(C)OOC(C)(C)C